N-[(1S)-5-[(6-chloro-3-nitropyridin-2-yl)amino]-2,3-dihydro-1H-inden-1-yl]acetamide ClC1=CC=C(C(=N1)NC=1C=C2CC[C@@H](C2=CC1)NC(C)=O)[N+](=O)[O-]